(5-phenyl-4,5-dihydro-1H-pyrazol-1-yl)(m-tolyl)methanone C1(=CC=CC=C1)C1CC=NN1C(=O)C=1C=C(C=CC1)C